deoxy-methyl-cytidine triphosphate P(O)(=O)(OP(=O)(O)OP(=O)(O)O)OC[C@@H]1[C@H](C[C@@](O1)(N1C(=O)N=C(N)C=C1)C)O